(1S,2R,4S)-4-(4-benzamido-5-methyl-2-oxopyrimidin-1(2H)-yl)-2-((bis(4-methoxyphenyl)(phenyl)methoxy)methyl)-3-methylenecyclopentyl (2-cyanoethyl) diisopropylphosphoramidite C(C)(C)N(P(O[C@@H]1[C@H](C([C@H](C1)N1C(N=C(C(=C1)C)NC(C1=CC=CC=C1)=O)=O)=C)COC(C1=CC=CC=C1)(C1=CC=C(C=C1)OC)C1=CC=C(C=C1)OC)OCCC#N)C(C)C